ClC1=NC(=CC(=N1)NC)C1=CCCCC1 2-chloro-6-(cyclohexen-1-yl)-N-methyl-pyrimidin-4-amine